BrC1=C2C(=C(N=C1)OC)N(C(=C2)C(=O)OCC)S(=O)(=O)C2=CC=C(C)C=C2 ethyl 4-bromo-7-methoxy-1-tosyl-1H-pyrrolo[2,3-c]pyridine-2-carboxylate